ClC=1C(=NN(C1)CC1=C(C=C2[C@](NC(NC2=C1)=O)(C(C)(F)F)C#CC1CC1)F)COC (S)-7-((4-chloro-3-(methoxymethyl)-1H-pyrazol-1-yl)methyl)-4-(cyclopropylethynyl)-4-(1,1-difluoroethyl)-6-fluoro-3,4-dihydroquinazolin-2(1H)-one